C(C=C)N1C=C([C@H]2[C@H](O)[C@H](O)[C@@H](CO)O2)C(NC1=O)=O 1-allylpseudouridine